acryloylethyl-maleic acid C(C=C)(=O)/C(=C(/C(=O)O)\CC)/C(=O)O